FC1(CCC(CC1)[C@H](NC(=O)C1=CC=NN1CC)C=1OC2=C(N1)C=C(C=C2)[C@@H](COC)N2C(N[C@@H](C2)C(F)(F)F)=O)F N-((S)-(4,4-Difluorocyclohexyl)(5-((S)-2-methoxy-1-((S)-2-oxo-4-(trifluoromethyl)imidazolidin-1-yl)ethyl)benzo[d]oxazol-2-yl)methyl)-1-ethyl-1H-pyrazole-5-carboxamide